tert-butyl ((3-(6-(4,4-difluoroazepan-1-yl)-4-methyl-[2,3-bipyridine]-5-carboxamido)phenyl)(methyl)(oxo)-λ6-sulfaneylidene)carbamate FC1(CCN(CCC1)C1=C(C(=CC(=N1)C=1C=NC=CC1)C)C(=O)NC=1C=C(C=CC1)S(=O)(C)=NC(OC(C)(C)C)=O)F